1,5,8,12-Tetraazabicyclo[10.2.2]Hexadecane N12CCCNCCNCCCN(CC1)CC2